2-(trifluoromethyl)pyrazolo[1,5-a]pyridin FC(C1=NN2C(C=CC=C2)=C1)(F)F